ClC1(NNC2=NC=NC(=C21)C2=C(C(=CC=C2)CC(=O)N(C)C)OC)C(=O)N 3-chloro-4-(2-(dimethylamino)-2-oxoethyl-2-methoxyphenyl)-1H-pyrazolo[3,4-d]pyrimidine-3-carboxamide